tert-butyl N-[1-Benzhydryl-3-(2-methylsulfanylethyl)azetidin-3-yl]carbamate C(C1=CC=CC=C1)(C1=CC=CC=C1)N1CC(C1)(CCSC)NC(OC(C)(C)C)=O